5-(Naphthalen-2-yl)-2-thiaspiro[3.3]heptane-6-carbonitrile C1=C(C=CC2=CC=CC=C12)C1C2(CSC2)CC1C#N